Cl.Cl.CC1(N=C(NC2=CC=CC=C12)SC1CN(CC1)C)C 4,4-dimethyl-2-((1-methylpyrrolidin-3-yl)thio)-1,4-dihydroquinazoline dihydrochloride